5-Bromo-N-(2-fluoro-5-(5-(furan-2-yl)-1,3,4-oxadiazol-2-yl)phenyl)-2-methoxybenzamide BrC=1C=CC(=C(C(=O)NC2=C(C=CC(=C2)C=2OC(=NN2)C=2OC=CC2)F)C1)OC